N-(4-methoxy-3-nitrophenyl)butyramide COC1=C(C=C(C=C1)NC(CCC)=O)[N+](=O)[O-]